C(#N)C=1C=CC(=C(C(=O)O)C1)SC 5-cyano-2-(methylthio)benzoic acid